C(CCCCCCCCCCCCCCCCC)NCCCCCCCCCCCCCCCCCC Di-octadecyl-amine